FC1=C(CN2C(N3C(C(=C2)C(=O)N[C@@H]2[C@H](CCCC2)O)=NC=C3)=O)C=CC(=C1)C=1C=NN(C1)C 6-(2-fluoro-4-(1-methyl-1H-pyrazol-4-yl)benzyl)-N-((1S,2S)-2-hydroxycyclohexyl)-5-oxo-5,6-dihydroimidazo[1,2-c]pyrimidine-8-carboxamide